5-(2-bromo-3-fluorophenyl)-2-(((2-(dimethylamino)ethyl)amino)methylene)cyclohexane-1,3-dione BrC1=C(C=CC=C1F)C1CC(C(C(C1)=O)=CNCCN(C)C)=O